lithium undecanoic acid C(CCCCCCCCCC)(=O)O.[Li]